[Ni](Cl)Cl.N1=C(N=CC=C1)CSC=1SC(SC1SCC1=NC=CC=N1)=S (4,5-bis(2-pyrimidinylmethylsulfanyl)-1,3-dithiole-2-thione) nickel chloride